C1(CCCCC1)NCCC[Si](OC)(OC)OC 3-(N-cyclohexylamino)propyltrimethoxysilane